ClC1=CC(=C(C=C1)N1N=CC(=C1C)C(=O)OCC)C(C1=C(C=CC=C1)F)=O Ethyl 1-[4-chloro-2-(2-fluorobenzoyl) phenyl]-5-methyl-1H-pyrazole-4-carboxylate